Barium Carbonate Sulfate S(=O)(=O)([O-])[O-].C(O)(O)=O.[Ba+2]